2-(5-fluoro-3-pyridyl)-N-[(3R)-2,3,4,9-tetrahydro-1H-carbazol-3-yl]-7,8-dihydro-6H-pyrimido[5,4-b][1,4]oxazin-4-amine FC=1C=C(C=NC1)C=1N=C(C=2OCCNC2N1)N[C@@H]1CCC=2NC3=CC=CC=C3C2C1